dimethyl-fumaric acid C\C(=C(/C(=O)O)\C)\C(=O)O